FC=1C=C2C(=CNC(C2=CC1F)=O)NC(=O)N (R)-1-(6,7-difluoro-1-oxo-1,2-dihydroisoquinolin-4-yl)urea